(R)-5-(1-(1H-pyrrolo[2,3-b]pyridin-4-yl)ethoxy)-3-(6-(3,6-dihydro-2H-pyran-4-yl)pyridin-3-yl)-1H-indazole N1C=CC=2C1=NC=CC2[C@@H](C)OC=2C=C1C(=NNC1=CC2)C=2C=NC(=CC2)C=2CCOCC2